1,1'',5,5''-Tetramethyldispiro[indoline-3,2'-benzofuran-3',3''-indoline]-2,2''-dione CN1C(C2(OC3=C(C=CC=C3)C23C(N(C2=CC=C(C=C32)C)C)=O)C3=CC(=CC=C13)C)=O